(4-methoxyphenylthio)-3-trimethylsilyl-coumarin COC1=CC=C(C=C1)SC1=C(C(OC2=CC=CC=C12)=O)[Si](C)(C)C